(R)-2-((1-(2-cyano-7-methyl-3-(4-methylpiperazin-1-yl)quinoxalin-5-yl)ethyl)amino)benzoic acid C(#N)C1=NC2=CC(=CC(=C2N=C1N1CCN(CC1)C)[C@@H](C)NC1=C(C(=O)O)C=CC=C1)C